N-acryloyl-lactosamine C(C=C)(=O)N[C@H]1C(O)O[C@@H]([C@H]([C@@H]1O)O[C@H]1[C@H](O)[C@@H](O)[C@@H](O)[C@H](O1)CO)CO